CC1=CC=C(C=C1)S(=O)(=O)OC1(OC(=NN1)SCCCOC1=C(OC2=CC(=CC(=C2C1=O)OC)OC)C1=CC(=C(C(=C1)OC)OC)OC)C (methyl 5-((3-((5,7-dimethoxy-4-oxo-2-(3,4,5-trimethoxyphenyl)-4H-chromen-3-yl) oxy) propyl) thio)-1,3,4-oxadiazol-2-yl) 4-methylbenzenesulfonate